4-(cyclopropanecarbonylamino)-2-(3-methylpyrazol-1-yl)benzoic acid C1(CC1)C(=O)NC1=CC(=C(C(=O)O)C=C1)N1N=C(C=C1)C